2-amino-7-(4-chlorobenzyl)-9-((2R,3S,4S,5R)-4-fluoro-3-hydroxy-5-(hydroxymethyl)tetrahydrofuran-2-yl)-7,9-dihydro-1H-purine-6,8-dione NC=1NC(C=2N(C(N(C2N1)[C@@H]1O[C@@H]([C@H]([C@H]1O)F)CO)=O)CC1=CC=C(C=C1)Cl)=O